CN(CCN1CCN(CC1)C1=C(C=C(C(=C1)OC)NC1=NC=NC(=C1)N1OCC[C@@H]1C=1C=C(C=CC1)C1=CC(=CC=C1)F)NC(C=C)=O)C (R)-N-(2-(4-(2-(dimethylamino)-ethyl)piperazin-1-yl)-5-((6-(3-(3'-fluoro-[1,1'-biphenyl]-3-yl)isoxazolidin-2-yl)pyrimidin-4-yl)amino)-4-methoxyphenyl)-acrylamide